[C@H]12CN(C[C@H](CC1)N2)C2=CC(=NC1=CC(=CC=C21)C2=CC(=CC1=CC=C(C(=C21)CC)F)O)OC[C@]21CCCN1C[C@@H](C2)F 4-(4-((1R,5S)-3,8-Diazabicyclo[3.2.1]octan-3-yl)-2-(((2R,7aS)-2-fluorotetrahydro-1H-pyrrolizin-7a(5H)-yl)methoxy)quinolin-7-yl)-5-ethyl-6-fluoronaphthalen-2-ol